Methyl-5-bromo-3-hydroxymethyl-4-methylthiophene CC=1SC(=C(C1CO)C)Br